(R)-N-((1H-Pyrrolo[3,2-c]pyridine-2-yl)methyl)-2-(6-oxo-5-((1-(2-phenyloxazol-5-yl)ethyl)amino)-2-(piperidin-1-yl)pyrimidin-1(6H)-yl)acetamide N1C(=CC=2C=NC=CC21)CNC(CN2C(=NC=C(C2=O)N[C@H](C)C2=CN=C(O2)C2=CC=CC=C2)N2CCCCC2)=O